4-((1S,3S)-3-butyl-6-methoxy-2-propynyl-1,2,3,4-tetrahydroisoquinolin-1-yl)-N-cyclobutylbenzenesulfonamide C(CCC)[C@@H]1N([C@H](C2=CC=C(C=C2C1)OC)C1=CC=C(C=C1)S(=O)(=O)NC1CCC1)C#CC